C(#N)C=1C=CC(=NC1)COC1=CC=CC(=N1)N1CCN(CC1)CC1=NC=2C(=NC(=CC2)C(=O)O)N1C[C@H]1OCC1 (S)-2-((4-(6-((5-cyanopyridin-2-yl)methoxy)pyridin-2-yl)piperazin-1-yl)methyl)-3-(oxetan-2-ylmethyl)-3H-imidazo[4,5-b]pyridine-5-carboxylic acid